CC1CC(CCCCCCCCCC/C=C/C1)=O (E)-3-methyl-5-cyclohexadecen-1-one